((2R,6R)-2,6-dimethylmorpholinyl)(6-(7-methyl-5H-pyrrolo[2,3-b]pyridin-2-yl)-8-((R)-morpholin-3-yl)-3,4-dihydroisoquinolin-2(1H)-yl)methanone C[C@@H]1CN(C[C@H](O1)C)C(=O)N1CC2=C(C=C(C=C2CC1)C1=CC=2C(N(CCC2)C)=N1)[C@H]1NCCOC1